adipaldehyde-1,6-13C2 [13CH](CCCC[13CH]=O)=O